C1=CC=CC=2C3=CC=CC=C3C(C12)COC(=O)NC(C(=O)OC(C)(C)C)CCC1=CC=C(C=C1)C tert-Butyl 2-((((9H-fluoren-9-yl)methoxy) carbonyl)amino)-4-(p-tolyl)butanoate